NC1=C(N=CC(=N1)N1CC2=C([C@H](CC1)N)C=CC=C2)C2=C(C(=CC=C2)Cl)Cl (S)-2-(6-amino-5-(2,3-dichlorophenyl)pyrazin-2-yl)-2,3,4,5-tetrahydro-1H-benzo[c]azepin-5-amine